cis-3-hexenyl butyrate (HEXENYL-3-CIS-BUTYRATE) C(=CCCCC)C(C(=O)O)CC.C(CCC)(=O)OCC\C=C/CC